((S,2S,5S)-8-(benzyloxy)-5-methyl-7,9-dioxo-10-((2,4,6-trifluorobenzyl)carbamoyl)-2,5,7,9-tetrahydro-1,6-methanopyrido[1,2-b][1,2,5]triazonin-2-yl)methyl acetate C(C)(=O)OC[C@@H]1C=C[C@@H](N2C(C=3N(N1C2)C=C(C(C3OCC3=CC=CC=C3)=O)C(NCC3=C(C=C(C=C3F)F)F)=O)=O)C